(6-bromo-3-hydroxypyridin-2-yl)(3,3-difluoro-4-hydroxy-1-azaspiro[4.4]nonan-1-yl)methanone BrC1=CC=C(C(=N1)C(=O)N1CC(C(C12CCCC2)O)(F)F)O